Cl.NC(CC1=CC(=CC(=C1)F)F)C1=C(C=C2C(=N1)NC(S2)(C#CC(C)(C)O)Cl)C=2C=CC(=C(C#N)C2)F 5-(5-(1-amino-2-(3,5-difluorophenyl)ethyl)-2-chloro-2-(3-hydroxy-3-methylbut-1-yn-1-yl)-2,3-dihydrothiazolo[4,5-b]pyridin-6-yl)-2-fluorobenzonitrile hydrochloride